FC=1C=C(C=CC1)C1=C(C=CC=C1)C=1C=C2C=CC=NC2=CC1 3-fluoro-2'-(quinolin-6-yl)-[1,1'-biphenyl]